1-((5-(5-(azetidin-3-ylethynyl)pyridin-2-yl)isoxazol-3-yl)methyl)-1H-imidazol N1CC(C1)C#CC=1C=CC(=NC1)C1=CC(=NO1)CN1C=NC=C1